methyl-(t-butyldimethylsilyl)dimethylketene CC(C(=C=O)C)[Si](C)(C)C(C)(C)C